5-(1-(2,2-difluoroethyl)-1H-benzo[d][1,2,3]triazol-6-yl)-N-((3S,4R)-3-fluoro-1-(oxetan-3-yl)piperidin-4-yl)-4-methoxypyrrolo[2,1-f][1,2,4]triazin-2-amine FC(CN1N=NC2=C1C=C(C=C2)C=2C=CN1N=C(N=C(C12)OC)N[C@H]1[C@H](CN(CC1)C1COC1)F)F